methyl (S)-3-amino-2-(4-((4-(3-(hydroxymethyl)-1-methyl-1H-pyrazol-5-yl) phenyl) ethynyl) benzoylamino)-3-methylbutanoate NC([C@@H](C(=O)OC)NC(C1=CC=C(C=C1)C#CC1=CC=C(C=C1)C1=CC(=NN1C)CO)=O)(C)C